COC(=O)[C@@H]1C[C@H]([C@@H](CC1)O)NC(=O)OC(C)(C)C (1S,3R,4R)-3-((tert-butoxycarbonyl)amino)-4-hydroxycyclohexane-1-carboxylic acid methyl ester